BrC=1C(=C(C=CC1)N(C1=NC(=NC2=CC=C(C=C12)F)NN)CC(F)F)F N-(3-bromo-2-fluorophenyl)-N-(2,2-difluoroethyl)-6-fluoro-2-hydrazinoquinazolin-4-amine